N-[2-[4-(iodomethyl)cyclohexyl]-5-[2,2,2-trideuterio-1-hydroxy-1-(trideuteriomethyl)ethyl]-1,3-benzothiazol-6-yl]-6-(trifluoromethyl)pyridine-2-carboxamide ICC1CCC(CC1)C=1SC2=C(N1)C=C(C(=C2)NC(=O)C2=NC(=CC=C2)C(F)(F)F)C(C([2H])([2H])[2H])(C([2H])([2H])[2H])O